C12(CC3CC(CC(C1)C3)C2)CCCCO 4-(1-adamantyl)butan-1-ol